di-tert-butyl (((6-((2-(dimethylamino)ethyl)amino)-1,3,5-triazine-2,4-diyl)bis(azanediyl))bis(propane-3,1-diyl))dicarbamate CN(CCNC1=NC(=NC(=N1)NCCCNC(OC(C)(C)C)=O)NCCCNC(OC(C)(C)C)=O)C